2-(4-(5-Chloro-7-morpholinothiazolo[4,5-d]pyrimidin-2-yl)piperazin-1-yl)ethan-1-ol ClC=1N=C(C2=C(N1)N=C(S2)N2CCN(CC2)CCO)N2CCOCC2